C(C)(=O)N1CC[C@@H]2N(C([C@H](C1)NC(=O)C=1NC3=CC=C(C=C3C1)C(F)(F)P(O)(O)=O)=O)[C@@H](CC2)C(=O)N2CC1=C(CCC2)C=CC=C1 ((2-(((5S,8S,10aR)-3-acetyl-6-oxo-8-(2,3,4,5-tetrahydro-1H-benzo[c]azepine-2-carbonyl)decahydropyrrolo[1,2-a][1,5]diazocin-5-yl)carbamoyl)-1H-indol-5-yl)difluoromethyl)phosphonic acid